OC1=CC=C(C=C1)CCC(=O)N(C)C 3-(4-hydroxyphenyl)-N,N-dimethylpropionamide